(R)-2-(3-(tert-Butoxycarbonyl)-4-(5-(ethoxycarbonyl)pyrimidin-2-yl)piperazin-1-yl)-7,8-dihydropyrido[4,3-d]pyrimidine-6(5H)-carboxylic acid tert-butyl ester C(C)(C)(C)OC(=O)N1CC2=C(N=C(N=C2)N2C[C@@H](N(CC2)C2=NC=C(C=N2)C(=O)OCC)C(=O)OC(C)(C)C)CC1